FC1=CC=C(CN2CCN(CC2)C(\C=C\C2=C(C=C(C=C2)O)O)=O)C=C1 (E)-1-(4-(4-fluorobenzyl)piperazinyl)-3-(2,4-dihydroxyphenyl)-2-propen-1-one